F[C@H]1CNCCC1N1CCOCC1 4-((3S)-3-fluoropiperidin-4-yl)morpholine